C(CC(C)C)NC(C1=CC(=CC=C1)OC)=O N-isoamyl-3-methoxybenzamide